SCC(=O)O.CC1=NN(C=C1NC1=NC=C(C(=N1)NCCCN1C(CCCC1)=O)C(F)(F)F)C1CCNCC1 1-(3-((2-((3-methyl-1-(piperidin-4-yl)-1H-pyrazol-4-yl)amino)-5-(trifluoromethyl)pyrimidin-4-yl)amino)propyl)piperidin-2-one Sulfanyl-acetate